C(C)(C)(C)C1=C(O[Al](CC(C)C)OC2=C(C=C(C=C2C(C)(C)C)C)C(C)(C)C)C(=CC(=C1)C)C(C)(C)C bis(2,6-di-t-butyl-4-methylphenoxy)isobutylaluminum